N-(1-ethyl-3-methoxy-1H-pyrazol-4-yl)-5-iodopyrimidin-2-amine C(C)N1N=C(C(=C1)NC1=NC=C(C=N1)I)OC